5-ETHYL-2-PYRIDINECARBOXALDEHYDE C(C)C=1C=CC(=NC1)C=O